COC1=CC=2CC3=[N+](C2C=C1)CCN(CC3)C 9-methoxy-3-methyl-1,2,3,4,5,11-hexahydro-[1,4]diazepino[1,7-a]indol-6-ium